N-(2-cyclopropyl-4-iodo-5-methylphenyl)-N-[2-(oxolan-3-yl)pyrazolo[4,3-b]pyridin-5-yl]pent-2-ynamide C1(CC1)C1=C(C=C(C(=C1)I)C)N(C(C#CCC)=O)C=1C=CC=2C(N1)=CN(N2)C2COCC2